C(C)(=O)NC1=NN(C(=C1)C=1C=C(C=2C(N(CC2C1)[C@@H](C)C1CC1)=O)C(=O)NC)C (S)-6-(3-acetamido-1-methyl-1H-pyrazol-5-yl)-2-(1-cyclopropylethyl)-N-methyl-3-oxoisoindoline-4-carboxamide